7-fluoro-2,3-dihydrobenzofuran-4-amine FC=1C=CC(=C2CCOC21)N